N-cyclopentyl-2-(2,6-dichloro-4-(6-(difluoromethyl)-3,5-dioxo-4,5-dihydro-1,2,4-triazin-2(3H)-yl)phenoxy)-5-hydroxypyridine-4-sulfonamide C1(CCCC1)NS(=O)(=O)C1=CC(=NC=C1O)OC1=C(C=C(C=C1Cl)N1N=C(C(NC1=O)=O)C(F)F)Cl